butyl epoxystearate CCCCCCCCC1C(O1)CCCCCCCC(=O)OCCCC